(-)-trans-2-(3-butyl-2,2-dimethylcyclopropyl)-3-methylcyclopent-2-en-1-one C(CCC)[C@@H]1C([C@H]1C=1C(CCC1C)=O)(C)C